C(C)(C)(C)OC(=O)N1C[C@@H](CC1)C=1C=NC=CC1F.ClC1=NC=C(C=C1C(=O)NC1=NC=C(C=C1C)Cl)OC[C@H](C)NS(=O)(=O)C(F)(F)F 2-chloro-N-(5-chloro-3-methyl-2-pyridinyl)-5-[(2S)-2-(trifluoromethylsulfonylamino)propoxy]pyridine-3-carboxamide (S)-tert-butyl-3-(4-fluoropyridin-3-yl)pyrrolidine-1-carboxylate